CN(CCCN(C1=CC=CC=C1)C(C(=O)N(C1=CC=CC=C1)CCCN(C)C)=O)C bis(3-dimethylaminopropyl)-oxalanilide